C(#C)C1C[C@H](N(CC1)C(=O)OCC1=CC=CC=C1)C1=CC=C(C=C1)C(=O)OC Benzyl (2S)-4-ethynyl-2-(4-(methoxycarbonyl)phenyl)piperidine-1-carboxylate